C[C@H]1[C@@H](C1)N |r| rac-(1R,2R)-2-Methylcyclopropanamine